ClC1=C(OCC=2C=C(C=CC2)C(C2CCN(CC2)CC2=NC3=C(N2CC2=CN=CN2CC)C=C(C=C3)C(=O)OC)O)C=CC(=C1)C Methyl 2-((4-((3-((2-chloro-4-methylphenoxy)methyl)phenyl)(hydroxy)methyl)piperidin-1-yl)methyl)-1-((1-ethyl-1H-imidazol-5-yl)methyl)-1H-benzo[d]imidazole-6-carboxylate